[Br-].FC(CC[Zn+])F (3,3-Difluoropropyl)zinc(II) bromide